2-[2-[tert-butyl(dimethyl)silyl]oxyethyl]-5-ethoxy-4-iodo-pyrazole-3-carboxylic acid [Si](C)(C)(C(C)(C)C)OCCN1N=C(C(=C1C(=O)O)I)OCC